OC1=CC=C(C=C1)C[C@H](C(=O)NO)N1N=NC=C1CNS(=O)(=O)C=1SC(=CC1)C1=CC=CC=C1 (2R)-3-(4-hydroxyphenyl)-2-[5-[[(5-phenyl-2-thienyl)sulfonylamino]methyl]triazol-1-yl]propanehydroxamic acid